CC1(CCN(CC1)C(CCCC=1N=C(N(C1)C1=CC=CC=C1)C1=C(C(=O)N)C=CC=C1C=1C=NN(C1)C)=O)C (4-(4-(4,4-dimethylpiperidin-1-yl)-4-oxobutyl)-1-phenyl-1H-imidazol-2-yl)-3-(1-methyl-1H-pyrazol-4-yl)benzamide